methyl 4-(benzyloxy)-2'-fluoro-4-methoxy-5,5'-dimethyl-[1,1'-biphenyl]-2-carboxylate C(C1=CC=CC=C1)OC1(CC(=C(C=C1C)C1=C(C=CC(=C1)C)F)C(=O)OC)OC